(S)-1-(2-methyl-4-((3-methyl-[1,1'-biphenyl]-4-yl)methyl)piperazine-1-carbonyl)-1H-pyrazole-3-carboxylic acid C[C@@H]1N(CCN(C1)CC1=C(C=C(C=C1)C1=CC=CC=C1)C)C(=O)N1N=C(C=C1)C(=O)O